C(#N)C=1C(NC(=CC1C(=O)OCC)C)=O ethyl 3-cyano-6-methyl-2-oxo-1,2-dihydropyridine-4-carboxylate